N-(7-(3-((1H-indazol-6-yl)amino)-3-oxopropyl)-5-methyl-4-oxo-2,3,4,5-tetrahydrobenzo[b][1,4]oxazepin-3-yl)-1-(2-fluorobenzyl)-1H-1,2,4-triazole-3-carboxamide N1N=CC2=CC=C(C=C12)NC(CCC1=CC2=C(OCC(C(N2C)=O)NC(=O)C2=NN(C=N2)CC2=C(C=CC=C2)F)C=C1)=O